COC(C1CCN(CC1)C=1C=C2CCN(C2=CC1)C1C(NC(CC1)=O)=O)OC 3-(5-(4-(dimethoxymethyl)piperidin-1-yl)indolin-1-yl)piperidine-2,6-dione